N1=CC=CC2=C1CCC(CCCC2)=O pyridinocyclononan-9-one